C(C)(C)C1=C(C=CC=C1)N[C@@H]1CC[C@H](CC1)C(=O)OCC trans-ethyl 4-((2-isopropylphenyl)amino)cyclohexane-1-carboxylate